N[C@H]1[C@@H](C(CC12CCN(CC2)C=2C=C(C1=C(N2)NN=C1C1=C(C(=NC=C1)Cl)Cl)O)=O)C 6-((3S,4S)-4-amino-3-methyl-2-oxo-8-azaspiro[4.5]decan-8-yl)-3-(2,3-dichloropyridin-4-yl)-1H-pyrazolo[3,4-b]pyridin-4-ol